1-(oxiran-2-ylmethyl)-1H-indol-4-amine O1C(C1)CN1C=CC=2C(=CC=CC12)N